5-chloro-6-(2,6-dimethylphenyl)pyridinecarboxaldehyde ClC=1C=CC(=NC1C1=C(C=CC=C1C)C)C=O